dihydro-1,8-naphthyridine-3-carboxylic acid tert-butyl ester C(C)(C)(C)OC(=O)C=1CNC2=NC=CC=C2C1